bis-tribromo-1,3-bipyridinium chloride [Cl-].BrC1=C(C(=[N+](C=C1)C=1C=[NH+]C=CC1)Br)Br.BrC1=C(C(=[N+](C=C1)C=1C=[NH+]C=CC1)Br)Br.[Cl-].[Cl-].[Cl-]